BrCC1(CC1)CC#N 2-[1-(bromomethyl)cyclopropyl]acetonitrile